C1(=C(C=CC=C1)N1CC2=CC=CC=C2C=N1)C 2-(o-tolyl)phthalazin